ClC1=CC(=C(C=N1)C#CC1=NC=C(C=N1)CN1CCOCC1)F 4-((2-((6-chloro-4-fluoropyridin-3-yl)ethynyl)pyrimidin-5-yl)methyl)morpholine